BrC1=C(C=C(OCCCC2(CCN(CC2)C(=O)OC(C)(C)C)OCOCC[Si](C)(C)C)C=C1)C tert-butyl 4-(3-(4-bromo-3-methylphenoxy)propyl)-4-((2-(trimethylsilyl)ethoxy)methoxy)piperidine-1-carboxylate